N-((1S,2R)-2-(3-bromo-6-fluoro-2-methylphenyl)-1-(5-oxo-4,5-dihydro-1,3,4-oxadiazol-2-yl)propyl)-4-chloro-2-methoxybenzenesulfonamide BrC=1C(=C(C(=CC1)F)[C@H]([C@@H](C=1OC(NN1)=O)NS(=O)(=O)C1=C(C=C(C=C1)Cl)OC)C)C